N1=C(C=CC2=CC=CC=C12)C(=O)NC(N)=N 3-quinolinoylguanidine